C(#C)C1=C(C(N(C=2N=C(N=CC21)NC2=CC=C(C=C2)N2CCN(CC2)C)CC2=NC=CC=C2)=O)C 5-Ethynyl-6-methyl-2-{[4-(4-methylpiperazin-1-yl)phenyl]amino}-8-(pyridin-2-ylmethyl)pyrido[2,3-d]pyrimidin-7-one